C(C)OC(=O)C=1N=C(SC1C[C@@H](COC1=C(C=C(C=C1)C#CCN(C)C)F)C)NC 5-[(2S)-3-{4-[3-(dimethylamino)prop-1-yn-1-yl]-2-fluorophenoxy}-2-methylpropyl]-2-(methylamino)-1,3-thiazole-4-carboxylic acid ethyl ester